Dansyl-copper S(=O)(=O)(C1=CC=CC=2C(N(C)C)=CC=CC12)[Cu]